C(C1=CC=CC=C1)C1C[C@@H]2[C@@H](CN(C2)CC(O)C2=CC(=C(C=C2)O)F)C1 rac-4-{2-[(3aR,5R,6aS)-5-benzyl-octahydrocyclopenta[c]pyrrol-2-yl]-1-hydroxyethyl}-2-fluorophenol